tert-butyl N-[6-[(2S)-2-allylpyrrolidin-1-yl]-2-[[[2-benzyloxy-2-(trifluoromethyl)hex-5-enoyl]amino]carbamoyl]-5-(trifluoromethyl)-3-pyridyl]carbamate C(C=C)[C@H]1N(CCC1)C1=C(C=C(C(=N1)C(NNC(C(CCC=C)(C(F)(F)F)OCC1=CC=CC=C1)=O)=O)NC(OC(C)(C)C)=O)C(F)(F)F